4,6-dichloro-N-(methyl-d3)-1,2-diazine-3-carboxamide ClC1=C(N=NC(=C1)Cl)C(=O)NC([2H])([2H])[2H]